2,3-dimethoxyterephthalaldehyde COC1=C(C=O)C=CC(=C1OC)C=O